sodium (2R,3R)-2,3-diacetoxy-4-((2-(((2R,3R)-2,3-diacetoxy-4-sulfinatobutyl)disulfanyl)ethyl)disulfanyl)butane-1-sulfinate C(C)(=O)O[C@@H](CS(=O)[O-])[C@H](CSSCCSSC[C@@H]([C@H](CS(=O)[O-])OC(C)=O)OC(C)=O)OC(C)=O.[Na+].[Na+]